[Na+].S(=O)(=O)([O-])CCCN1S(=O)(=O)C2=CC=CC=C2C1=O N-(3-sulfopropyl)-saccharin sodium salt